COC1=C(C=CC(=C1)CC[N+](=O)[O-])O 2-methoxy-4-(2-nitroethyl)phenol